N-{[3-(8-{[(3S,4R)-3-fluoro-1-methylpiperidin-4-yl]amino}-3-[(trifluoromethyl)sulfanyl]imidazo[1,2-a]pyridin-2-yl)-1,2,4-oxadiazol-5-yl]methyl}cyclopropanecarboxamide F[C@H]1CN(CC[C@H]1NC=1C=2N(C=CC1)C(=C(N2)C2=NOC(=N2)CNC(=O)C2CC2)SC(F)(F)F)C